4-(4-(dimethoxymethyl)piperidin-1-yl)-3-fluorobenzamide COC(C1CCN(CC1)C1=C(C=C(C(=O)N)C=C1)F)OC